4-(chloromethyl)-1-methylpiperidine ClCC1CCN(CC1)C